N1(CCNCC1)C1=C2C=NNC2=C(C=C1)C(=O)N 4-(piperazin-1-yl)indazole-7-carboxamide